N-(4-(4-(4-(((2R,4R)-2-(2,4-dichlorophenyl)-2-methyl-1,3-dioxolan-4-yl)methoxy)phenyl)piperazin-1-yl)phenyl)picolinamide ClC1=C(C=CC(=C1)Cl)[C@@]1(OC[C@H](O1)COC1=CC=C(C=C1)N1CCN(CC1)C1=CC=C(C=C1)NC(C1=NC=CC=C1)=O)C